N-[(1R)-1-[3-amino-5-(trifluoromethyl)phenyl]ethyl]-1-(2-fluorophenyl)-4-(methylsulfonylamino)-6-oxo-pyridazine-3-carboxamide NC=1C=C(C=C(C1)C(F)(F)F)[C@@H](C)NC(=O)C1=NN(C(C=C1NS(=O)(=O)C)=O)C1=C(C=CC=C1)F